rac-(7S)-7-(1-methylcyclopropyl)-N-[rac-(1R)-3-(4-hydroxy-1-piperidyl)-1-[3-[(1-methylazetidin-1-ium-3-yl)carbamoyl]phenyl]propyl]-5,6,7,8-tetrahydroacridine-2-carboxamide CC1(CC1)[C@H]1CCC=2N=C3C=CC(=CC3=CC2C1)C(=O)N[C@H](CCN1CCC(CC1)O)C1=CC(=CC=C1)C(NC1C[NH+](C1)C)=O |r|